2-(4-(1-Aminocyclopropyl)phenyl)-N-(3-(diethylamino)propyl)benzo[d]imidazo[2,1-b]thiazole-7-carboxamide diformate C(=O)O.C(=O)O.NC1(CC1)C1=CC=C(C=C1)C=1N=C2SC3=C(N2C1)C=CC(=C3)C(=O)NCCCN(CC)CC